4-Phenylbenzoic anhydride C1(=CC=CC=C1)C1=CC=C(C(=O)OC(C2=CC=C(C=C2)C2=CC=CC=C2)=O)C=C1